NC=1N=CC(=NC1C=1OC(=NN1)C(C)(C)C)C1=NC(=NN1CC)C1CCN(CC1)C(CCO)=O 1-(4-[5-[5-amino-6-(5-tert-butyl-1,3,4-oxadiazol-2-yl)pyrazin-2-yl]-1-ethyl-1H-1,2,4-triazol-3-yl]piperidin-1-yl)-3-hydroxy-propan-1-one